3-methoxyphenylacetylene COC=1C=C(C=CC1)C#C